N2-(2-(1-(Cyclopropylsulfonyl)-1H-pyrazol-4-yl)pyrimidin-4-yl)-N4-((1s,4s)-4-(dimethylamino)cyclohexyl)-5-(1-methyl-1H-pyrazol-3-yl)pyridine-2,4-diamine C1(CC1)S(=O)(=O)N1N=CC(=C1)C1=NC=CC(=N1)NC1=NC=C(C(=C1)NC1CCC(CC1)N(C)C)C1=NN(C=C1)C